2-(hydroxymethyl)benzofuran-7-ol OCC=1OC2=C(C1)C=CC=C2O